5-isopropenyl-2-methyl-cyclohex-3-en-1-ol C(=C)(C)C1C=CC(C(C1)O)C